ClC1=C(C=C(C=C1)[N+](=O)[O-])C=1C=C2C(=NN(C2=CC1)C(C1=CC=CC=C1)(C1=CC=CC=C1)C1=CC=CC=C1)NC(=O)C1CCN(CC1)C N-[5-(2-chloro-5-nitrophenyl)-1-trityl-1H-indazol-3-yl]-1-methylpiperidine-4-carboxamide